NCCCCCNC(CCCCC1SC[C@@H]2NC(N[C@@H]21)=O)=O N-(5-aminopentyl)-5-((3aS,6aR)-2-oxohexahydro-1H-thieno[3,4-d]imidazol-4-yl)pentanamide